C12CC(CC(CC1)N2)OC2=CC1=C(N=CN=C1NC1=C(C(=C(C=C1)OC1=CC3=C(N(C=N3)C)C=C1)C)F)C=N2 6-((endo-8-Azabicyclo[3.2.1]octan-3-yl)oxy)-N-(2-fluoro-3-methyl-4-((1-methyl-1H-benzo[d]imidazol-5-yl)oxy)phenyl)pyrido[3,4-d]pyrimidin-4-amine